butyl 3,3-difluoro-4-(piperazin-1-yl)piperidine-1-carboxylate FC1(CN(CCC1N1CCNCC1)C(=O)OCCCC)F